(S)-6-(((1-(bicyclo[1.1.1]pentan-1-yl)-1H-1,2,3-triazol-4-yl)(1-methyl-1H-indol-4-yl)methyl)amino)-8-chloro-4-(neopentylamino)quinoline-3-carbonitrile C12(CC(C1)C2)N2N=NC(=C2)[C@H](C2=C1C=CN(C1=CC=C2)C)NC=2C=C1C(=C(C=NC1=C(C2)Cl)C#N)NCC(C)(C)C